dioxo(2,3,4-trifluorophenyl)-λ5-azane O=N(C1=C(C(=C(C=C1)F)F)F)=O